COC=1C=C(C=CC1OC)S(=O)(=O)N1CCC2(CC(CO2)NC[C@@H](COC=2C=C(C=CC2)S(=O)(=O)NC)O)CC1 3-((2S)-3-(8-(3,4-dimethoxyphenylsulfonyl)-1-oxa-8-azaspiro[4.5]dec-3-ylamino)-2-hydroxypropoxy)-N-methylbenzenesulfonamide